COC1=C(C=CC=C1)CON O-[(2-Methoxyphenyl)methyl]hydroxylamine